COC1CCC(CC1)NC(=O)C=1C2=C(N=C(N1)C1=CN=CS1)COC2 N-((1r,4r)-4-methoxycyclohexyl)-2-(thiazol-5-yl)-5,7-dihydrofuro[3,4-d]pyrimidine-4-carboxamide